C(#N)CCP(O)(N(C(C)C)C(C)C)O[C@H]1[C@H]([C@@H](O[C@@H]1COC(C1=CC=C(C=C1)OC)(C1=CC=C(C=C1)OC)C1=CC=CC=C1)N1C(=O)NC(=O)C=C1)OCOCCC(COC(C)=O)OC(C)=O 5'-O-(4,4'-Dimethoxytrityl)-2'-O-(3,4-Diacetoxybutoxymethyl)Uridine 3'-O-(2-Cyanoethyl N,N-Diisopropylphosphoramidite)